BrC1=C(C=C2C(=C(C(=NC2=C1F)N1CC(C1)N(C)C)[N+](=O)[O-])N[C@@H]1C[C@H](N(CC1)C(=O)OC(C)(C)C)CC(=O)OC(C)(C)C)Cl tert-butyl (2S,4S)-4-((7-bromo-6-chloro-2-(3-(dimethylamino)azetidin-1-yl)-8-fluoro-3-nitroquinolin-4-yl)amino)-2-(2-(tert-butoxy)-2-oxoethyl)piperidine-1-carboxylate